4-((4-methylpiperazin-1-yl)methyl)-2-chloroaniline CN1CCN(CC1)CC1=CC(=C(N)C=C1)Cl